2,6-bis(trifluoromethyl)-phenol FC(C1=C(C(=CC=C1)C(F)(F)F)O)(F)F